N-stearoyl-L-glutamate C(CCCCCCCCCCCCCCCCC)(=O)N[C@@H](CCC(=O)[O-])C(=O)[O-]